C(C1=CC=CC=C1)OC=1C(=C(C=C(C1F)C(F)(F)F)C1=NN(C2=NC(=NC=C21)Cl)C)F 3-(3-(Benzyloxy)-2,4-difluoro-5-(trifluoromethyl)phenyl)-6-chloro-1-methyl-1H-pyrazolo[3,4-d]pyrimidine